3-(3-((2-(3-((4-(Dimethylphosphoryl)-6-fluoro-1H-indol-5-yl)oxy)phenyl)thiazol-4-yl)methyl)phenyl)propanoic acid CP(=O)(C)C1=C2C=CNC2=CC(=C1OC=1C=C(C=CC1)C=1SC=C(N1)CC=1C=C(C=CC1)CCC(=O)O)F